S1C=CC=CC2=C1C=CC=C2 Benzothiepine